oxydi-1,1-propanediyl bisacrylate C(C=C)(=O)OC(CC)OC(CC)OC(C=C)=O